(R)-4-((6-(5-((((3,3-difluoropentan-2-yl)oxy)carbonyl)amino)-1-methyl-1H-1,2,3-triazol-4-yl)-2-methylpyridin-3-yl)ethynyl)nicotinic acid FC([C@@H](C)OC(=O)NC1=C(N=NN1C)C1=CC=C(C(=N1)C)C#CC1=CC=NC=C1C(=O)O)(CC)F